2-((5-amino-4-((2-(dimethylamino)ethyl)(methyl)amino)-2-methoxyphenyl)amino)-4-(1-cyclopropyl-1H-indol-3-yl)pyrimidine-5-carbonitrile NC=1C(=CC(=C(C1)NC1=NC=C(C(=N1)C1=CN(C2=CC=CC=C12)C1CC1)C#N)OC)N(C)CCN(C)C